NC1=NC=CC(=C1C#CCN1CCN(CC1)C)OC1=C(C=C(C=C1)NC(=O)C=1C(N(C(N(C1)C(C)C)=O)C1=CC=C(C=C1)F)=O)F N-(4-(2-amino-3-(3-(4-methylpiperazin-1-yl)prop-1-ynyl)pyridine-4-yloxy)-3-fluorophenyl)-3-(4-fluorophenyl)-1-isopropyl-2,4-dioxo-1,2,3,4-tetrahydropyrimidine-5-carboxamide